C(CCCCCCCCCCCC=CCCCCCC)(=O)OCCCCCCCCCCCCCCCCCCCCCCCCCCCCCCCCCCCCCCC(=O)O 39-(eicos-13-enoyloxy)-nonatriacontanoic acid